3-((2-(4-aminopiperazin-1-yl)ethyl)imino)-N-(2-methoxypyridin-3-yl)-5-(4-(trifluoromethoxy)phenyl)-3,5-dihydrophenazin-2-amine NN1CCN(CC1)CCN=C1C(=CC2=NC3=CC=CC=C3N(C2=C1)C1=CC=C(C=C1)OC(F)(F)F)NC=1C(=NC=CC1)OC